CC1=C(C=CC=C1C1=NN=C(O1)C=1C=C(CN2CCC(CC2)C(=O)O)C=CC1)C1=CC=CC=C1 1-(3-(5-(2-Methyl-[1,1'-biphenyl]-3-yl)-1,3,4-oxadiazol-2-yl)benzyl)piperidine-4-carboxylic acid